C(CCC(=O)O)(=O)OC1=CC(C)=CC=C1C(C)C Thymyl hydrogen succinate